5-((3-(4-(2-(4-methoxy-phenyl)propan-2-yl)-thiazol-2-yl)ureido)meth-yl)-2-(piperazin-1-yl)benzamide COC1=CC=C(C=C1)C(C)(C)C=1N=C(SC1)NC(NCC=1C=CC(=C(C(=O)N)C1)N1CCNCC1)=O